(2R,3S)-p-methylsulfonylphenyl-serine CS(=O)(=O)C1=CC=C(C=C1)N[C@H](CO)C(=O)O